ClC1=CC=C(C2=C1C=C(O2)F)COC2=CC=CC(=N2)C2CC=C(CC2)CC2=NC=1C(=NC(=CC1)C(=O)OC)N2C[C@H]2OCC2 methyl (S)-2-((4-(6-((4-chloro-2-fluorobenzofuran-7-yl) methoxy) pyridin-2-yl) cyclohexenyl) methyl)-3-(oxetan-2-ylmethyl)-3H-imidazo[4,5-b]pyridine-5-carboxylate